(3-phenyl-1-butyn-3-oxy)dimethylhexenylsilane tert-butyl-(S)-3-methyl-4-(5-(pyridin-3-yl)-7H-pyrrolo[2,3-d]pyrimidin-4-yl)piperazine-1-carboxylate C(C)(C)(C)OC(=O)N1C[C@@H](N(CC1)C=1C2=C(N=CN1)NC=C2C=2C=NC=CC2)C.C2(=CC=CC=C2)C(C#C)(C)O[Si](C=CCCCC)(C)C